CN(C(=O)C1NCCCC1)C N,N-dimethylpiperidin-2-carboxamid